CC(CCCCCC)N(C1=CC=C(C=C1)NC1=CC=CC=C1)C(CCCCCC)C bis(1-methylheptyl)-N,N'-phenyl-p-phenylenediamine